4-[5-(1-ethyl-3-methyl-1H-pyrazol-5-yl)-4H-1,2,4-triazol-3-yl]-1-[(1s,4s)-4-(methylamino)cyclohexyl]-1H-indazole-6-carboxamide C(C)N1N=C(C=C1C=1NC(=NN1)C1=C2C=NN(C2=CC(=C1)C(=O)N)C1CCC(CC1)NC)C